FC1(CC2CCC(C1)N2CC=2NC1=CC(=CC=C1C2)CNC(=O)C=2N=C1N(C(C2)=O)C=CC=C1)F N-[[2-[(3,3-difluoro-8-azabicyclo[3.2.1]octan-8-yl)methyl]-1H-indol-6-yl]methyl]-4-oxo-pyrido[1,2-a]pyrimidine-2-carboxamide